tert-butyl 14-[(4-{[1-tert-butyl-4-cyano-3-(4-nitrophenyl)-1H-pyrazol-5-yl]amino} pyridin-2-yl)oxy]tetradecanoate C(C)(C)(C)N1N=C(C(=C1NC1=CC(=NC=C1)OCCCCCCCCCCCCCC(=O)OC(C)(C)C)C#N)C1=CC=C(C=C1)[N+](=O)[O-]